nickel (II) 2,2'-thiobis(4-tert-octylphenolate) S(C1=C(C=CC(=C1)C(C)(C)CC(C)(C)C)[O-])C1=C(C=CC(=C1)C(C)(C)CC(C)(C)C)[O-].[Ni+2]